3-(3-chlorodibenzo[b,e][1,4]oxazepin-5(11H)-yl)propan-1-amine ClC=1C=CC2=C(N(C3=C(OC2)C=CC=C3)CCCN)C1